magnesium tetrakis[(4-fluoro-3-pentenoyloxy)phenyl]porphyrin tert-butyl-N-(5-fluoro-2-nitro-phenyl)carbamate C(C)(C)(C)N(C([O-])=O)C1=C(C=CC(=C1)F)[N+](=O)[O-].FC(=CCC(=O)OC1=C(C=CC=C1)C1=C2C=CC(C(=C3C=CC(=C(C=4C=CC(=C(C5=CC=C1N5)C5=C(C=CC=C5)OC(CC=C(C)F)=O)N4)C4=C(C=CC=C4)OC(CC=C(C)F)=O)N3)C3=C(C=CC=C3)OC(CC=C(C)F)=O)=N2)C.[Mg+2].C(C)(C)(C)N(C([O-])=O)C2=C(C=CC(=C2)F)[N+](=O)[O-]